O=C1NC(CCC1N1C(N(C2=C1C=CC(=C2)C2=CC=C(C=C2)C2CCC(CC2)N2CCN(CC2)C(=O)OC(C)(C)C)C)=O)=O tert-butyl 4-[(1r,4r)-4-{4-[1-(2,6-dioxopiperidin-3-yl)-3-methyl-2-oxo-1,3-benzodiazol-5-yl]phenyl}cyclohexyl]piperazine-1-carboxylate